N-(2-chloro-6-methylphenyl)-2-((6-(4-(3-(2-(3-(2,6-dioxopiperidin-3-yl)phenoxy)acetamido)propyl)piperazin-1-yl)-2-methylpyrimidin-4-yl)amino)thiazole-5-carboxamide ClC1=C(C(=CC=C1)C)NC(=O)C1=CN=C(S1)NC1=NC(=NC(=C1)N1CCN(CC1)CCCNC(COC1=CC(=CC=C1)C1C(NC(CC1)=O)=O)=O)C